FC(C1=NN=C(O1)C1=CC(=C(CN2C(N(C3=C2C=CC=C3)CCN(C)C)=O)C=C1)F)F 1-(4-(5-(difluoromethyl)-1,3,4-oxadiazole-2-yl)-2-fluorobenzyl)-3-(2-(dimethylamino)ethyl)-1,3-dihydro-2H-benzo[d]imidazole-2-one